ClC1=C(C(=O)NC(C(=O)O)CC2=CC=C(C=C2)C(CCCC2=NC=3NCCCC3C=C2)(F)F)C(=CC=C1)Cl 2-(2,6-dichlorobenzamido)-3-(4-(1,1-difluoro-4-(5,6,7,8-tetrahydro-1,8-naphthyridin-2-yl)butyl)phenyl)propanoic acid